6,13-bis(triisopropylethyl)pentacene C(C)(C)C(CC1=C2C=C3C=CC=CC3=CC2=C(C2=CC3=CC=CC=C3C=C12)CC(C(C)C)(C(C)C)C(C)C)(C(C)C)C(C)C